C(C)[C@]1(NC(N(C(C1)=O)C(C=1C=NC=C(C1)F)[C@H]1[C@@H](C1)C(NC1CC(OC2=CC=C(C=C12)F)(C)C)=O)=[NH2+])C [(4R)-4-ethyl-1-[[(1R,2R)-2-[(6-fluoro-2,2-dimethyl-chroman-4-yl)carbamoyl]cyclopropyl]-(5-fluoro-3-pyridyl)methyl]-4-methyl-6-oxo-hexahydropyrimidin-2-ylidene]ammonium